hexynediol potassium [K].C(C#CCCC)(O)O